FC(C1=CC=C(C=C1)N1CCNCC1)(F)F (4-trifluoromethylphenyl)piperazine